N-(3-Aminophenyl)sulfonyl-6-tert-butyl-2-(1-phenylethyl)pyridin-3-carboxamid NC=1C=C(C=CC1)S(=O)(=O)NC(=O)C=1C(=NC(=CC1)C(C)(C)C)C(C)C1=CC=CC=C1